COCCCOC=1C(=CC=2[C@@H]3N(N4C(C2C1)=CC(C(=C4)C(=O)O)=O)C(CC3)(C)C)OCCCOC (R)-11,12-bis(3-methoxypropoxy)-3,3-dimethyl-8-oxo-2,3,8,13b-tetrahydro-1H-pyrido[2,1-a]pyrrolo[1,2-c]phthalazine-7-carboxylic acid